O1CCC(CC1)C#CC=1C=C(OC2=C(N=NN2)C(=O)O)C=CC1 5-(3-(2-(Tetrahydro-2H-pyran-4-yl)ethynyl)phenoxy)-1H-1,2,3-triazole-4-carboxylic acid